OC1=C(C=C(C=C1)CC(=O)C1=C(C=C(C=C1O)O)O)OC 2-(4-hydroxy-3-methoxyphenyl)-1-(2,4,6-trihydroxyphenyl)ethanone